1-(6-fluoro-1-oxo-5-(piperazin-1-yl)isoindolin-2-yl)dihydropyrimidine-2,4(1h,3h)-dione FC1=C(C=C2CN(C(C2=C1)=O)N1C(NC(CC1)=O)=O)N1CCNCC1